3-(methoxymethyl)-5-(trifluoromethyl)isoindolin-1-one COCC1NC(C2=CC=C(C=C12)C(F)(F)F)=O